The molecule is an N-sulfonylurea that is urea in which a hydrogen attached to one of the nitrogens has been replaced by an (o-carboxybenzyl)sulfonyl group, while a hydrogen attached to the other nitrogen has been replaced by a 4,6-dimethoxypyrimidin-2-yl group. An acetolactate synthase inhibitor, it is used (particularly as its methyl ester, bensulfuron-methyl) as a herbicide for the control of a variety of both annual and perennial weeds in crops, particularly wheat and rice. It has a role as a herbicide and an EC 2.2.1.6 (acetolactate synthase) inhibitor. It is a N-sulfonylurea, an aromatic ether, a member of pyrimidines and a member of benzoic acids. COC1=CC(=NC(=N1)NC(=O)NS(=O)(=O)CC2=CC=CC=C2C(=O)O)OC